hafnium tetra(ethylmethylamine) C(C)NC.C(C)NC.C(C)NC.C(C)NC.[Hf]